C1(CC1)N1N=CC(=C1)C1=CC(=NC=C1)N(C(=O)[C@@H]1CC[C@H](CC1)O)C[C@@H]1CC[C@H](CC1)C1=NC(=C(C=C1)OC)C trans-N-(4-(1-Cyclopropyl-1H-pyrazol-4-yl)pyridin-2-yl)-4-hydroxy-N-((trans-4-(5-methoxy-6-methylpyridin-2-yl)cyclohexyl)methyl)cyclohexanecarboxamide